O1CC(C1)OC1=NC(=NC=C1C(F)(F)F)N[C@H]1C[C@H](CCC1)C1=NN=C2N1CC[C@H](C2)C=2C=NC=CC2 4-(oxetan-3-yloxy)-N-[(1R,3S)-3-[(7R)-7-(3-pyridyl)-5,6,7,8-tetrahydro-[1,2,4]triazolo[4,3-a]pyridin-3-yl]cyclohexyl]-5-(trifluoromethyl)pyrimidin-2-amine